7-(3-((Benzyloxy)methyl)-4-ethyl-5-oxo-4,5-dihydro-1H-1,2,4-triazol-1-yl)-3-(2-chloro-4-methylpyridin-3-yl)-6-fluoro-1-isopropyl-2,3-dihydroquinazolin-4(1H)-one C(C1=CC=CC=C1)OCC1=NN(C(N1CC)=O)C1=C(C=C2C(N(CN(C2=C1)C(C)C)C=1C(=NC=CC1C)Cl)=O)F